N1-(1-Phenylethyl)-1,2-propandiamin C1(=CC=CC=C1)C(C)NCC(C)N